(2S,4R)-4-((tert-butyldimethylsilyl)oxy)-1-(2-(3-hydroxyisoxazol-5-yl)-3-methylbutanoyl)-N-((R)-1-(4-(4-methylthiazol-5-yl)phenyl)-2-morpholinoethyl)pyrrolidine-2-carboxamide [Si](C)(C)(C(C)(C)C)O[C@@H]1C[C@H](N(C1)C(C(C(C)C)C1=CC(=NO1)O)=O)C(=O)N[C@@H](CN1CCOCC1)C1=CC=C(C=C1)C1=C(N=CS1)C